isostearyl Acrylate C(C=C)(=O)OCCCCCCCCCCCCCCCC(C)C